(S)-N-((S)-1-(2,6-difluorophenyl)ethyl)-2-methylpropane-2-sulfinamide FC1=C(C(=CC=C1)F)[C@H](C)N[S@@](=O)C(C)(C)C